C1(=CC=CC=C1)PC1=C(C=CC=C1)PC1=CC=CC=C1 1,2-diphenylphosphinobenzene